(2S)-2-[[(2S)-2-amino-3-[5-[bis(2-chloroethyl)amino]-1-methyl-benzimidazol-2-yl]propionyl]amino]-3-methyl-butanoic acid N[C@H](C(=O)N[C@H](C(=O)O)C(C)C)CC1=NC2=C(N1C)C=CC(=C2)N(CCCl)CCCl